stearyl acrylate (isostearyl acrylate) C(CCCCCCCCCCCCCCC(C)C)C(C(=O)O)=C.C(C=C)(=O)OCCCCCCCCCCCCCCCCCC